(3Z)-18,18-dihexyloxy-3-octadecen-1-ol C(CCCCC)OC(CCCCCCCCCCCCC\C=C/CCO)OCCCCCC